3-[[4-[2,6-bis(trideuterio-methyl)phenyl]-6-chloro-pyrimidin-2-yl]sulfamoyl]benzoic acid [2H]C(C1=C(C(=CC=C1)C([2H])([2H])[2H])C1=NC(=NC(=C1)Cl)NS(=O)(=O)C=1C=C(C(=O)O)C=CC1)([2H])[2H]